ClC1=C(C=CC2=C1N(C(=N2)OCC)CCNC(C)=O)OC N-(2-(7-chloro-2-ethoxy-6-methoxy-1H-benzimidazol-1-yl)ethyl)acetamide